BrC1=C(C=CC=C1)C1OC(CO1)C 2-(2-bromophenyl)-5-methyl-1,3-dioxolan